FC=1C=C(C=C(C1C(F)(F)F)F)C1=C(C=C(C=C1)C1=CCC(CC1)C1OCC(CO1)CCC)F 2-[4-[4-[3,5-difluoro-4-(trifluoromethyl)phenyl]-3-fluorophenyl]cyclohex-3-en-1-yl]-5-propyl-1,3-dioxane